Diethyl (4-(7-(cyclopentylmethyl)-2,6-dioxo-1-(prop-2-yn-1-yl)-8-(4-(trifluoromethyl) phenethyl)-1,2,6,7-tetrahydro-3H-purin-3-yl)butyl)phosphonate C1(CCCC1)CN1C(=NC=2N(C(N(C(C12)=O)CC#C)=O)CCCCP(OCC)(OCC)=O)CCC1=CC=C(C=C1)C(F)(F)F